Methyl-3-(6-(((3aR,5s,6aS)-2-((tetrahydro-2H-pyran-4-yl)methyl-d2)octahydrocyclopenta[c]pyrrol-5-yl)amino)pyridazin-3-yl)benzamide CC1=C(C(=O)N)C=CC=C1C=1N=NC(=CC1)NC1C[C@@H]2[C@@H](CN(C2)C([2H])([2H])C2CCOCC2)C1